C(C)(C)(C)OC(=O)N1CCN(CC1)C1CCN(CC1)C1=C(C=C(C(=C1)OC)N)CC 4-(1-(4-amino-2-ethyl-5-methoxyphenyl)piperidin-4-yl)piperazine-1-carboxylic acid tert-butyl ester